[Si](C)(C)(C(C)(C)C)OC=1C(=C(C(=CC1)Cl)NC(=O)C=1C(=NC(=NC1)NC=1C=NN(C1)C)OC)Cl N-(3-((tert-butyldimethylsilyl)oxy)-2,6-dichlorophenyl)-4-methoxy-2-((1-methyl-1H-pyrazol-4-yl)amino)pyrimidine-5-carboxamide